COC1(CCCCC1)C1=CN=CS1 5-(1-methoxycyclohexyl)thiazol